2-oxo-N-(1H-pyrazolo[4,3-c]pyridin-7-yl)-2-[(2R,5S)-2-[3-cyano-2-(1-methyl-4-piperidyl)-7-quinolyl]-5-methyl-1-piperidyl]acetamide O=C(C(=O)NC=1C2=C(C=NC1)C=NN2)N2[C@H](CC[C@@H](C2)C)C2=CC=C1C=C(C(=NC1=C2)C2CCN(CC2)C)C#N